2-(2-((1-((1-Methyl-1H-pyrazol-4-yl)sulfonyl)piperidin-4-yl)amino)-5-(trifluoromethyl)pyrimidin-4-yl)-4,5-dihydro-6H-thieno[2,3-c]pyrrol-6-one CN1N=CC(=C1)S(=O)(=O)N1CCC(CC1)NC1=NC=C(C(=N1)C1=CC2=C(C(NC2)=O)S1)C(F)(F)F